BrCCON1N=C(C2=CC=CC=C12)I (2-bromoethoxy)-3-iodo-1H-indazole